2-(benzyloxy)-1-(4-(5-chloro-1H-indazol-6-yl)piperazin-1-yl)cyclobutane-1-carbonitrile C(C1=CC=CC=C1)OC1C(CC1)(C#N)N1CCN(CC1)C1=C(C=C2C=NNC2=C1)Cl